3-[1-(1-Methyl-1H-indol-3-yl)-meth-(Z)-ylidene]-1,3-dihydro-pyrrolo[3,2-b]pyridin-2-one CN1C=C(C2=CC=CC=C12)\C=C\1/C(NC=2C1=NC=CC2)=O